C(CCC)[SiH](O[Si](C)(C)C)CCCC dibutyl-(trimethylsiloxy)silane